methyl (R)-2-amino-5-(3,4-dichloro-2-((4-(methyl(phenyl)amino)pyrazolo[1,5-a][1,3,5]triazin-8-yl)methyl)phenoxy)pentanoate N[C@@H](C(=O)OC)CCCOC1=C(C(=C(C=C1)Cl)Cl)CC=1C=NN2C1N=CN=C2N(C2=CC=CC=C2)C